ClC1=CN=C(C=2N1N=C(C2)C=2C(=NC(=NC2)OC)OC)N2CC(C(C2)(F)F)O 1-[7-chloro-2-(2,4-dimethoxypyrimidin-5-yl)pyrazolo[1,5-a]pyrazin-4-yl]-4,4-difluoro-pyrrolidin-3-ol